ClC=1C=C(C(=CC1)NC1CC1)N 4-chloro-N1-Cyclopropylbenzene-1,2-diamine